2-chloro-4-[[3-(2,3-difluoro-4-methoxy-phenyl)imidazo[1,2-a]pyrazin-8-yl]amino]-N-(tetrahydropyran-4-ylmethyl)benzamide ClC1=C(C(=O)NCC2CCOCC2)C=CC(=C1)NC=1C=2N(C=CN1)C(=CN2)C2=C(C(=C(C=C2)OC)F)F